OCCOC1=C(C=CC=C1)[N+](=O)[O-] hydroxyethyloxynitrobenzene